N-(benzyloxycarbonyl)leucine C(C1=CC=CC=C1)OC(=O)N[C@@H](CC(C)C)C(=O)O